FC=1C=C(C=CC1)[C@H]1OC1 (R)-2-(3-fluoro-phenyl)oxirane